tert-butyl (3R,4S)-3-fluoro-4-{3-[6-(4-methylpiperazin-1-yl)-[1,2,4]triazolo[4,3-b]pyridazin-3-yl]propanamido}piperidine-1-carboxylate F[C@@H]1CN(CC[C@@H]1NC(CCC1=NN=C2N1N=C(C=C2)N2CCN(CC2)C)=O)C(=O)OC(C)(C)C